N1=C(C=CC=C1)C#CC1=NC=CC=C1 1,2-dipyridyl-acetylene